3-(methoxymethyl)-5-nitro-1-(4-(trifluoromethyl)phenyl)-1H-indole COCC1=CN(C2=CC=C(C=C12)[N+](=O)[O-])C1=CC=C(C=C1)C(F)(F)F